N-[(2R)-1-Hydroxypropan-2-yl]-6-(4-methyl-phenyl)-2-(1-methyl-1H-pyrazol-4-yl)-3-oxo-2,3-dihydropyridazine-4-carboxamide OC[C@@H](C)NC(=O)C=1C(N(N=C(C1)C1=CC=C(C=C1)C)C=1C=NN(C1)C)=O